COC=1C2=C(N=C(N1)C1COC1)CN(C2)C(=O)OC(C)(C)C tert-Butyl 4-methoxy-2-(oxetan-3-yl)-5,7-dihydro-6H-pyrrolo[3,4-d]pyrimidine-6-carboxylate